ClC1=CC(=NC=C1)NC(=O)C1=CC=C(C=C1)C=1N=C(NC1C(=O)OCC)[C@H]1N(CCCC1)C(=O)OC(C)(C)C tert-butyl (S)-2-(4-(4-((4-chloropyridin-2-yl)carbamoyl)phenyl)-5-(ethoxycarbonyl)-1H-imidazol-2-yl)piperidine-1-carboxylate